2-(4-bromo-3-fluoro-5-methylphenyl)piperidine-1-carboxylic acid tert-butyl ester C(C)(C)(C)OC(=O)N1C(CCCC1)C1=CC(=C(C(=C1)C)Br)F